FC1=CC=C(C=C1)C=1N=CN(C1C=1C=C2C=C(C=NC2=CC1)N1CCN(CC1)C1COC1)C 6-(4-(4-fluorophenyl)-1-methyl-1H-imidazol-5-yl)-3-(4-(oxetan-3-yl)piperazin-1-yl)quinoline